C(CCCCC)C1C(CCCC1)(CCCCCC)CCCCCC tris(n-hexyl)cyclohexane